4-(4-(3-(1H-pyrazol-1-yl)phenyl)-5-methoxy-6-(4-phenyl-1H-imidazol-2-yl)pyrimidin-2-yl)morpholine N1(N=CC=C1)C=1C=C(C=CC1)C1=NC(=NC(=C1OC)C=1NC=C(N1)C1=CC=CC=C1)N1CCOCC1